4-[6-(2-ethoxyphenyl)pyridazin-3-yl]-1-[2-fluoro-4-(trifluoromethyl)phenyl]-N-[(3S)-1-methylpyrrolidin-3-yl]piperidine-4-carboxamide C(C)OC1=C(C=CC=C1)C1=CC=C(N=N1)C1(CCN(CC1)C1=C(C=C(C=C1)C(F)(F)F)F)C(=O)N[C@@H]1CN(CC1)C